tri(trimethyl-silicon) borate B([O-])([O-])[O-].C[Si+](C)C.C[Si+](C)C.C[Si+](C)C